2,10-dioxooctahydro-2H,10H,12H-5,8-methano-2λ5,10λ5-furo[3,2-l][1,3,6,9,11,2,10]pentaoxadiphosphacyclotetradecine-2,10-bis(thiolate) O=P1(OCC2OCC(OP(OCC3C(O1)CCO3)([S-])=O)C2)[S-]